(Z)-S-(2-(N-((4-amino-2-methylpyrimidin-5-yl)methyl)formamido)-5-hydroxypent-2-en-3-yl) 2-(3-(tert-butyl)phenoxy)benzothioate C(C)(C)(C)C=1C=C(OC2=C(C(S\C(=C(\C)/N(C=O)CC=3C(=NC(=NC3)C)N)\CCO)=O)C=CC=C2)C=CC1